(e)-carboxymethyl-lysine C(=O)(O)CN[C@@H](CCCCN)C(=O)O